C(C)(C)(C)OC(=O)N1C[C@H]2CC([C@@H](C1)N2C(C)(C)C2=CC=CC=C2)=O (1r,5r)-6-oxo-8-(2-phenylpropan-2-yl)-3,8-diazabicyclo[3.2.1]octane-3-carboxylic acid tert-butyl ester